cis-3-fluoro-4-((4-((3-hydroxy-3-methyltetrahydro-2H-pyran-4-yl)oxy)-5-(trifluoromethyl)pyrimidin-2-yl)amino)benzenesulfonamide FC=1C=C(C=CC1NC1=NC=C(C(=N1)O[C@H]1[C@@](COCC1)(C)O)C(F)(F)F)S(=O)(=O)N